C(C=C)(=O)N1[C@H](CN(C[C@H]1C)C1=NC(N2C3=C(C(=C(C=C13)C(F)(F)F)C1=C(C=C(C=C1)F)F)SCC1(CN(C1)CC)C2)=O)C 8-((3S,5R)-4-acryloyl-3,5-dimethylpiperazin-1-yl)-11-(2,4-difluorophenyl)-1'-ethyl-10-(trifluoromethyl)-2H-spiro[[1,4]thiazepino[2,3,4-ij]quinazoline-3,3'-azetidin]-6(4H)-one